ClC=1C=CC2=C(OC3=C2C=C2C(=C3)C3=CC4=C(C5=C(O4)C=C(C=C5)Cl)C=C3O2)C1 3,10-dichlorodibenzo[b,b']furo[2,3-f:5,4-f']bis-benzofuran